CC(C/C=C/OB(O)O)C (E)-(4-methylpent-1-en-1-yl)boric acid